1-cyclopentyl-3-methyl-8-(1-methyl-1H-indazol-5-yl)-7-(1-(pyridin-4-ylmethyl)-1H-pyrazol-4-yl)-3,6-dihydroimidazo[4,5-d]pyrrolo[2,3-b]pyridin-2(1H)-one C1(CCCC1)N1C(N(C=2C1=C1C(=NC2)NC(=C1C=1C=C2C=NN(C2=CC1)C)C=1C=NN(C1)CC1=CC=NC=C1)C)=O